O=C1NCC[C@@H]1NCC=1SC=CC1C(=O)OC Methyl (S)-2-(((2-oxopyrrolidin-3-yl)amino)methyl)thiophene-3-carboxylate